CC1=CC(=NN1)C1=CC=CC=C1 5-methyl-3-phenyl-1H-pyrazol